(1R,3S,4R)-N-((R)-1-cyano-2-((R)-2-oxopyrrolidin-3-yl)ethyl)-2-((R)-3-cyclopropyl-2-((5-methylpyridin-3-yl)amino)propanoyl)-5,5-difluoro-2-azabicyclo[2.2.2]octane-3-carboxamide C(#N)[C@@H](C[C@@H]1C(NCC1)=O)NC(=O)[C@H]1N([C@H]2CC([C@@H]1CC2)(F)F)C([C@@H](CC2CC2)NC=2C=NC=C(C2)C)=O